ClC1=CC=CN2C=C(C=C12)C(=O)N(C)[C@H]1COCC=2NC(C=3C=C(C(=CC3C21)F)F)=O |r| Racemic-8-chloro-N-(8,9-difluoro-6-oxo-1,4,5,6-tetrahydro-2H-pyrano[3,4-c]isoquinolin-1-yl)-N-methylindolizine-2-carboxamide